(2S,3R,4S)-3,4-diacetoxy-2-((3-methyl-1-((S)-1-propylpyrrolidin-3-yl)-6,7,8,9-tetrahydro-3H-pyrazolo[3,4-c]isoquinolin-5-yl)oxy)-3,4-dihydro-2H-pyran-6-carboxylic acid methyl ester COC(=O)C1=C[C@@H]([C@H]([C@@H](O1)OC1=NC2=C(C=3CCCCC13)C(=NN2C)[C@@H]2CN(CC2)CCC)OC(C)=O)OC(C)=O